CC1=NOC(=C1)C1=CC=C(S1)S(=O)(=O)N1CCN(CC1)C[C@H](C)NC1=NC=NC2=C(C=CC=C12)C=1C(=NN(C1)C)C(F)(F)F N-[(2S)-1-(4-{[5-(3-methyl-1,2-oxazol-5-yl)thiophen-2-yl]sulfonyl}piperazin-1-yl)propan-2-yl]-8-[1-methyl-3-(trifluoromethyl)-1H-pyrazol-4-yl]quinazolin-4-amine